NC[C@H](C(C)(C)C)NC(=O)C=1NC2=C(C(=C(C=C2C1)Cl)F)F (S)-N-(1-Amino-3,3-dimethylbutan-2-yl)-5-chloro-6,7-difluoro-1H-indole-2-carboxamide